(3-(6-Fluoropyridin-2-yl)tetrahydrofuran-3-yl)methanol FC1=CC=CC(=N1)C1(COCC1)CO